tert-butyl 2-(2-methoxy-2-oxo-ethyl)-7-azaspiro[3.5]nonane-7-carboxylate COC(CC1CC2(C1)CCN(CC2)C(=O)OC(C)(C)C)=O